5-[4-[(5-bromopyrimidin-2-yl)amino]cyclohexoxy]-7-morpholino-1,6-naphthyridin-3-ol BrC=1C=NC(=NC1)NC1CCC(CC1)OC1=C2C=C(C=NC2=CC(=N1)N1CCOCC1)O